CC1=NC=NC=2N3CCOCC3COC12 methyl-5,6,8a,9-tetrahydro-8H-7,10-dioxa-2,4,4b-triazaphenanthrene